ethyl (1S,2S,3S,4R)-3-[(1S)-1-amino-2-ethylbutyl]-4-guanidino-2-acetoxycyclopentanecarboxylate dihydrochloride Cl.Cl.N[C@@H](C(CC)CC)[C@@H]1[C@@H]([C@H](C[C@H]1NC(=N)N)C(=O)OCC)OC(C)=O